ClC=1C=C(C=CC1F)NC(=O)C=1N(C=C2C1CCC2NC(=O)NC)C N-(3-chloro-4-fluorophenyl)-2-methyl-4-(3-methylureido)-2,4,5,6-tetrahydrocyclopenta[c]pyrrole-1-carboxamide